CN(C=1C=C(C#N)C=CC1C1=CC2=C(C=C1)C1(CN(C1)C)OC2)C2=NC(=NC(=C2)N2CCOCC2)C 3-[methyl-(2-methyl-6-morpholin-4-ylpyrimidin-4-yl)amino]-4-(1'-methylspiro[3H-2-benzofuran-1,3'-azetidin]-5-yl)benzonitrile